N=1N(N=CC1)C1=C(C=C(C=N1)NC(C1=C(C=C(C(=C1)F)C1=C(C=NC=C1)Cl)Cl)=O)C(F)(F)F N-(6-(2H-1,2,3-triazol-2-yl)-5-(trifluoromethyl)pyridin-3-yl)-2-chloro-4-(3-chloropyridin-4-yl)-5-fluorobenzamide